N1C(=NC=C1)C=1C=C(C=CC1)B(O)O 3-(1H-IMIDAZOL-2-YL)PHENYLBORONIC ACID